NC1OCCCC1 2-amino-tetrahydropyran